C(O)C(CO)(CO)NC(=O)OCC trimethylolmethyl-urethane